[Zn+2].S1C(=NC2=C1C=CC=C2)C2=C(C=CC=C2)O.S2C(=NC1=C2C=CC=C1)C1=C(C=CC=C1)O bis[2-(2-benzothiazolyl)-phenol] zinc (II)